C(C)(C)(C)OC(=O)N1CCN(CC1)C=1C=NC(=C(C1)OC)CO[Si](C)(C)C(C)(C)C 4-(6-(((tert-butyldimethylsilyl)oxy)methyl)-5-methoxypyridin-3-yl)piperazine-1-carboxylic acid tert-butyl ester